COC1=CC=C(C=C1)N(C1=CC=C(C=C1)OC)C1=CC=2C3(C4=CC(=CC=C4C2C=C1)N(C1=CC=C(C=C1)OC)C1=CC=C(C=C1)OC)C1=CC(=CC=C1C=1C=CC(=CC13)N(C1=CC=C(C=C1)OC)C1=CC=C(C=C1)OC)N(C1=CC=C(C=C1)OC)C1=CC=C(C=C1)OC 2,2',7,7'-tetrakis[N,N'-di(p-methoxyphenyl)amino]-9,9'-spirobifluorene